N-[2-[4-(hydroxymethyl)cyclohexyl]-6-methoxy-indazol-5-yl]pyrazine-2-carboxamide OCC1CCC(CC1)N1N=C2C=C(C(=CC2=C1)NC(=O)C1=NC=CN=C1)OC